[NH4+].[NH4+].C(C)N1CSC2=C1C=CC(=C2)S(=O)(=O)[O-].C(C)N2CSC1=C2C=CC(=C1)S(=O)(=O)[O-] bis[3-ethylbenzothiazoline-6-sulfonic acid]-diammonium salt